tert-butyl (2-aminoethoxy)carbamate hydrochloride Cl.NCCONC(OC(C)(C)C)=O